3-chloro-N-(4-methoxybenzyl)-5-(oxetan-3-yl)aniline ClC=1C=C(NCC2=CC=C(C=C2)OC)C=C(C1)C1COC1